C1(=CC(=CC(=C1)C(=O)N)C(=O)N)C(=O)N 1,3,5-benzenetrimethanamide